2-methoxy-5-ethyl-4-(4-(4-methylpiperazin-1-yl)piperidin-1-yl)aniline COC1=C(N)C=C(C(=C1)N1CCC(CC1)N1CCN(CC1)C)CC